ClC=1C=C(C=C(C1)Cl)C1(CC(=NO1)C1=CC(=C(C(=O)NC2=NN(C(=N2)CF)C)C=C1)C)C(F)(F)F 4-(5-(3,5-dichlorophenyl)-5-(trifluoromethyl)-4,5-dihydroisoxazol-3-yl)-N-(5-(fluoromethyl)-1-methyl-1H-1,2,4-triazol-3-yl)-2-methylbenzamide